sodium fumarate salt C(\C=C\C(=O)[O-])(=O)[O-].[Na+].[Na+]